N[C@@H](CCCCN)C(=O)O.P(O)(O)=O Phosphonic acid lysine salt